5-cyclopropyl-N-(4-methyl-3-(4,4,5,5-tetramethyl-1,3,2-dioxaborolan-2-yl)phenyl)pyridazine-3-carboxamide C1(CC1)C=1C=C(N=NC1)C(=O)NC1=CC(=C(C=C1)C)B1OC(C(O1)(C)C)(C)C